FC(CN1CC(CCC1)COC1=CC(=C2C(NC(=NC2=C1)CSC1CCOCC1)=O)F)F 7-((1-(2,2-Difluoroethyl)piperidin-3-yl)methoxy)-5-fluoro-2-(((tetrahydro-2H-pyran-4-yl)thio)methyl)quinazolin-4(3H)-one